ClC1=C(C=CC(=C1)Cl)[C@@H](C)NC1=NC(=NC=C1OC)N1CCN(CC1)C(=O)[C@H]1CCC(N1)=O (R)-5-(4-(4-(((R)-1-(2,4-dichlorophenyl)ethyl)amino)-5-methoxypyrimidin-2-yl)piperazine-1-carbonyl)pyrrolidin-2-one